tert-butyl 8-oxo-2-(tetrahydro-2H-pyran-2-yl)-2,3,4,5a,6,7,8,9-octahydro-5H-1,2,5,7-tetraazabenzo[cd]azulene-5-carboxylate O=C1NCC2C3=C(N(N=C3C1)C1OCCCC1)CCN2C(=O)OC(C)(C)C